O/C(=C(/C(=O)OCC)\C1=C(OC(C2=CC=CC=C12)=O)C1=NC=CC=C1)/CCC Ethyl (E)-3-hydroxy-2-(1-oxo-3-(pyridin-2-yl)-1H-isochromen-4-yl)hex-2-enoate